(2R)-N-{1-[2-cyano-4-(trifluoromethyl)phenyl]-4-[4-(2-ethoxypyridin-3-yl)phenyl]piperidin-4-yl}-1-methylpyrrolidine-2-carboxamide C(#N)C1=C(C=CC(=C1)C(F)(F)F)N1CCC(CC1)(C1=CC=C(C=C1)C=1C(=NC=CC1)OCC)NC(=O)[C@@H]1N(CCC1)C